[Na].BrCC1=C(C=CC=C1)C1N(CCC(C1)C(F)(F)F)S(=O)(=O)C1=CC=C(C)C=C1 (2-(bromomethyl)phenyl)-1-p-toluenesulfonyl-4-(trifluoromethyl)piperidine sodium